C1(CC1)C(=O)NC=1C(=C(N=NC1)C(=O)N)NC1=C(C(=CC=C1)P(=O)(C1CC1)C1CC1)OC (Cyclopropanecarboxamido)-4-((3-(dicyclopropylphosphoryl)-2-methoxyphenyl)amino)pyridazine-3-carboxamide